2,5-Dichloro-6-((1-methyl-3-((3-methyloxetan-3-yl)methoxy)-2-oxo-1,2-dihydroquinolin-6-yl)amino)nicotinonitrile ClC1=C(C#N)C=C(C(=N1)NC=1C=C2C=C(C(N(C2=CC1)C)=O)OCC1(COC1)C)Cl